BrC1=CC2=C(C(C(O2)(F)F)(F)F)C=C1 6-bromo-2,2,3,3-tetrafluoro-2,3-dihydrobenzofuran